(2S,4R)-1-[(2S)-2-(4-cyclopropyltriazol-1-yl)-3,3-dimethyl-butanoyl]-4-hydroxy-N-[(1S,2S,4R,5R)-4-(hydroxymethyl)-2-bicyclo[3.1.0]hexanyl]pyrrolidine-2-carboxamide C1(CC1)C=1N=NN(C1)[C@H](C(=O)N1[C@@H](C[C@H](C1)O)C(=O)N[C@@H]1[C@H]2C[C@H]2[C@@H](C1)CO)C(C)(C)C